N-(3-(2H-tetrazol-5-yl)propyl)-2-(5-bromo-3,3-dimethyl-2-oxoindol-1-yl)acetamide N=1NN=NC1CCCNC(CN1C(C(C2=CC(=CC=C12)Br)(C)C)=O)=O